1-methyl-4-((R)-3-(o-tolyl)piperazin-1-yl)cyclohexan-1-ol CC1(CCC(CC1)N1C[C@H](NCC1)C1=C(C=CC=C1)C)O